CC(COC1=CC=CC(=N1)S(=O)(=O)NC(=O)C=1C(=NC=CC1)N1C(CC(C1)C)(C)C)(C)C N-[[6-(2,2-Dimethylpropoxy)-2-pyridyl]sulfonyl]-2-(2,2,4-trimethylpyrrolidin-1-yl)pyridin-3-carboxamid